FC1(CC2(C1)C[C@H](N(CC2)CC2=C1C=CNC1=C(C=C2OC)C)C2=CC=C(C(=O)NCC1CN(C1)C(=O)OC(C)(C)C)C=C2)F tert-butyl (S)-3-((4-(2,2-difluoro-7-((5-methoxy-7-methyl-1H-indol-4-yl)methyl)-7-azaspiro[3.5]nonan-6-yl)benzamido)methyl)azetidine-1-carboxylate